C(C)(C)(C)OC(=O)N1[C@H](COCC1)C(=O)O (3R)-4-tert-butoxycarbonylmorpholine-3-carboxylic acid